(2R,3R,4S,5S)-2-(4-Amino-5-cyclohexyl-7H-pyrrolo[2,3-d]pyrimidin-7-yl)-5-((((3-methyl-5-phenylisoxazol-4-yl)methyl)thio)methyl)tetrahydrofuran-3,4-diol NC=1C2=C(N=CN1)N(C=C2C2CCCCC2)[C@@H]2O[C@@H]([C@H]([C@H]2O)O)CSCC=2C(=NOC2C2=CC=CC=C2)C